3,5-bis(methylamino)-1H-1,2,4-triazole CNC1=NNC(=N1)NC